COC1=CC=C(CN2N=CC(=C2)C=2C=CC(=NC2)O)C=C1 5-(1-(4-Methoxybenzyl)-1H-pyrazol-4-yl)pyridin-2-ol